1-(2-Fluorophenyl)-N-[(1R)-1-[3-(3-formyl-2-thienyl)phenyl]ethyl]-6-oxo-pyridazine-3-carboxamide FC1=C(C=CC=C1)N1N=C(C=CC1=O)C(=O)N[C@H](C)C1=CC(=CC=C1)C=1SC=CC1C=O